FC1(CCC(CC1)C1=NC=CC(=C1NC(=O)C=1C=NC(=NC1)OC)C1=C(C=CC(=C1)F)F)F N-(2-(4,4-difluorocyclohexyl)-4-(2,5-difluorophenyl)pyridin-3-yl)-2-methoxypyrimidine-5-carboxamide